chloro[2-(dichloroethylsilyl)ethyl]diethylsilane Cl[Si](CC)(CC)CC[SiH2]CC(Cl)Cl